C12CN(CC(CC1)O2)C2=C(C=C(C=C2)NC=2C=CC1=C(OCC(N1)=O)C2)C 7-((4-(8-oxa-3-azabicyclo[3.2.1]oct-3-yl)-3-methylphenyl)amino)-2H-benzo[b][1,4]oxazin-3(4H)-one